(2S)-4-[2-[[4-[[3-(2,3-difluoro-4-methoxyphenyl)imidazo[1,2-a]pyrazin-8-yl]amino]-2-ethylbenzoyl]amino]ethylcarbamoyl]piperazine-2-carboxylic acid FC1=C(C=CC(=C1F)OC)C1=CN=C2N1C=CN=C2NC2=CC(=C(C(=O)NCCNC(=O)N1C[C@H](NCC1)C(=O)O)C=C2)CC